3,4-dimethyl-hex-2-ene CC(=CC)C(CC)C